CC=1NC(=CC1)C 2,5-dimethyl-pyrrole